BrC1=CC(=C(C(=C1)F)F)F 1-bromo-3,4,5-trifluorobenzene